NC1=NC=2C=CC(=CC2C2=C1[C@@H](OC2)C)C(=O)N(CC2=NC=C(C=C2)C(F)(F)F)[C@@H]2[C@H](C2)N (3S)-4-amino-N-((1S,2S)-2-aminocyclopropyl)-3-methyl-N-((5-(trifluoromethyl)-2-pyridinyl)methyl)-1,3-dihydrofuro[3,4-c]quinoline-8-carboxamide